7-(1H-indol-3-yl)-9-(4-nitrophenyl)-6,9-dihydro-1H-pyrazolo[3,4-f]quinoline-8-carbonitrile N1C=C(C2=CC=CC=C12)C=1NC2=CC=C3C(=C2C(C1C#N)C1=CC=C(C=C1)[N+](=O)[O-])NN=C3